COC(=O)C1=CC=NN1CN (aminomethyl)-1H-pyrazole-5-carboxylic acid methyl ester